CN1N=CC(=C1)C(=O)C=1N=C2N(N1)[C@H](C[C@H]2F)C2=CC=CC=C2 |r| racemic-(1-methylpyrazol-4-yl)-[rac-(5R,7R)-7-fluoro-5-phenyl-6,7-dihydro-5H-pyrrolo[1,2-b][1,2,4]triazol-2-yl]methanone